C(C)(=O)[O-].C[N+](C)(C)C Tetramethylammonium acetat